2-[6-fluoro-7-[rel-(2R)-2-methyl-2,3,4,7-tetrahydro-1H-azepin-5-yl]-1,3-benzodioxol-5-yl]-N4,6-dimethyl-pyrimidine-2,4-diamine FC=1C(=CC2=C(OCO2)C1C=1CC[C@H](NCC1)C)C1(NC(=CC(=N1)NC)C)N |o1:13|